tert-butyl (2R,3S,4S)-4-[(tert-butoxycarbonyl) oxy]-2-[(4-methoxyphenyl) methyl]-3-{[3-(4-methyl-2,5-dioxopiperazin-1-yl) propanoyl]oxy}pyrrolidine-1-carboxylate C(C)(C)(C)OC(=O)O[C@@H]1[C@H]([C@H](N(C1)C(=O)OC(C)(C)C)CC1=CC=C(C=C1)OC)OC(CCN1C(CN(C(C1)=O)C)=O)=O